FC1(CCC(CC1)NC1=NC(=NC(=C1)C(C)N1CCOCC1)C=1SC=C(N1)C)F N-(4,4-difluorocyclohexyl)-2-(4-methylthiazol-2-yl)-6-(1-morpholinoethyl)pyrimidin-4-amine